C(C)(C)(C)C=1C=C(C=C(C1O)C)CCC(=O)OCC(C)(C)C1OCOCC12COCOC2 2-[3-(3-tert-butyl-4-hydroxy-5-methylphenyl)propionyloxy]-1,1-dimethylethyl-2,4,8,10-tetraoxaspiro[5.5]undecane